5-((2-n-butyl-1,4-diazepan-1-yl)sulfonyl)isoquinolin-1-ol hydrochloride Cl.C(CCC)C1N(CCCNC1)S(=O)(=O)C1=C2C=CN=C(C2=CC=C1)O